C1(=CC=CC=C1)COCC(C#C)=O 1-(Phenylmethyloxy)but-3-yn-2-one